1-((4-(3-amino-1H-pyrazolo[4,3-b]pyridin-5-yl)-3-chlorophenyl)sulfonyl)pyrrolidin-3-ol NC1=NNC=2C1=NC(=CC2)C2=C(C=C(C=C2)S(=O)(=O)N2CC(CC2)O)Cl